1-hydroxy-4-methyl-6-ethyl-pyridin-2-one ON1C(C=C(C=C1CC)C)=O